Cl.Cl.BrC=1C=NN2C1N=C1C(=C2N[C@@H]2C[C@H](CC2)N)CC(C12CCCC2)CC (1S,3S)-N1-(3-Bromo-6-ethyl-6,7-dihydrospiro[cyclopenta[d]pyrazolo[1,5-a]pyrimidine-5,1'-cyclopentane]-8-yl)cyclopentane-1,3-diamine dihydrochloride